(R)-3-methyl-1-(6-(N-(6-(o-tolyl)pyridin-2-yl)sulfamoyl)pyridin-2-yl)piperidine-3-carboxylic acid C[C@@]1(CN(CCC1)C1=NC(=CC=C1)S(NC1=NC(=CC=C1)C1=C(C=CC=C1)C)(=O)=O)C(=O)O